[[(1S)-1-[4-(4-methylthiazol-5-yl)phenyl]ethyl]carbamoyl]pyrrolidine CC=1N=CSC1C1=CC=C(C=C1)[C@H](C)NC(=O)N1CCCC1